5-{[2-(1,3-dioxolan-2-yl)-3-[(4-methoxyphenyl)methoxy]phenyl]methoxy}-2-methylpyrazole-3-carboxylic acid O1C(OCC1)C1=C(C=CC=C1OCC1=CC=C(C=C1)OC)COC=1C=C(N(N1)C)C(=O)O